C(C)(C)(C)OC1=CC=C(N(CC)C2CN(C2)C(=O)OC(C)(C)C)C=C1 tert-butyl 3-(4-tert-butoxy-N-ethyl-anilino)azetidine-1-carboxylate